N[C@@H](C[C@H](C1=CN=CS1)SC1=NC(=CC=C1C#N)C(F)(F)F)CO 2-[[(1r,3s)-3-amino-4-hydroxy-1-(5-thiazolyl)butyl]thio]-6-(trifluoromethyl)-3-cyanopyridine